5-((2,4-Dimethyloxazol-5-yl)methoxy)-2-methylbenzofuran-3-carboxylic acid CC=1OC(=C(N1)C)COC=1C=CC2=C(C(=C(O2)C)C(=O)O)C1